C(C1=CC=CC=C1)OC1=CC(=C(C=C1)NC(=O)C=1C=C(C=CC1Cl)NC(OC(C)(C)C)=O)C tert-butyl (3-((4-(benzyloxy)-2-methylphenyl)carbamoyl)-4-chlorophenyl)carbamate